C1=CNN=CC=C1 3,4-diazepine